COC=1N=C(C=2N(C1)C=NN2)OC 6,8-dimethoxy-1,2,4-triazolo-[4,3-a]pyrazine